ethyl 5-[(1,4-dimethylpyrazol-3-yl)amino]-1,3,4-thiadiazole-2-carboxylate CN1N=C(C(=C1)C)NC1=NN=C(S1)C(=O)OCC